FC1(CC(C1)(C)CN1N=C2C(=CC=CC2=C1C(=O)NC1=CC(=NC=C1)S(=O)(=NC)C)C(F)F)F 2-((3,3-difluoro-1-methylcyclobutyl)methyl)-7-(difluoromethyl)-N-(2-(N,S-dimethylsulfonimidoyl)pyridin-4-yl)-2H-indazole-3-carboxamide